4-bromo-1,2-dimethyl-5-phenyl-imidazole BrC=1N=C(N(C1C1=CC=CC=C1)C)C